C(#N)C=1C=NN2C1C(=CC(=C2)C=2N=NN(C2C)C2CCN(CC2)C(=O)OC(C)(C)C)OC(C)C2=C(C=CC=C2)C(=O)OC tert-butyl 4-(4-(3-cyano-4-(1-(2-(methoxycarbonyl)phenyl) ethoxy)pyrazolo[1,5-a]pyridin-6-yl)-5-methyl-1H-1,2,3-triazol-1-yl)piperidine-1-carboxylate